FC=1C=C2CN(CC2=CC1)C1=NC=CC(=N1)C1=NC=CC(=N1)C#CN1N=CC2=CC=CC=C12 ((2'-(5-fluoroisoindolin-2-yl)-[2,4'-bipyrimidin]-4-yl)ethynyl)-1H-indazole